1-styryl-3-butylimidazolium chloride salt [Cl-].C(=CC1=CC=CC=C1)N1C=[N+](C=C1)CCCC